1-(2-oxabicyclo[2.1.1]hexan-1-ylmethyl)-5-(trifluoromethyl)pyrazol-4-amine C12(OCC(C1)C2)CN2N=CC(=C2C(F)(F)F)N